3-(((R)-1-((S)-3-benzyl-3,7-dimethyl-9-oxo-1,2,3,9-tetrahydropyrrolo[2,1-b]quinazolin-5-yl)ethyl)amino)-6-chloropicolinic acid C(C1=CC=CC=C1)[C@]1(CCN2C1=NC=1C(=CC(=CC1C2=O)C)[C@@H](C)NC=2C(=NC(=CC2)Cl)C(=O)O)C